5-[4-(trifluoromethyl)phenoxy]naphthalene-2-sulfonyl chloride FC(C1=CC=C(OC2=C3C=CC(=CC3=CC=C2)S(=O)(=O)Cl)C=C1)(F)F